(R)-N-(1-cyanopyrrolidin-3-yl)-2,5-difluoro-4-(1-methyl-1H-pyrazol-4-yl)benzamide C(#N)N1C[C@@H](CC1)NC(C1=C(C=C(C(=C1)F)C=1C=NN(C1)C)F)=O